CC=1C2=C3C=CC1C(C1=CC=C4CCN(C(C5=CC=C(COCCCN3N=N2)C=C5)=O)CC4=C1)CC(=O)O [32-methyl-20-oxo-14-oxa-8,9,10,21-tetrazahexacyclo[19.5.3.216,19.13,7.06,10.024,28]dotriaconta-1(26),3(32),4,6,8,16,18,24,27,30-decaen-2-yl]acetic acid